C(#N)[C@H](CC1=C(C=C(C=C1)N1CCN(CC1)C)F)NC(=O)[C@@H]1[C@H]2CC[C@@H](N1)C2 (1S,2S,4R)-N-[(1S)-1-cyano-2-[2-fluoro-4-(4-methylpiperazin-1-yl)phenyl]ethyl]-3-azabicyclo[2.2.1]heptane-2-carboxamide